methyltetracyclo[6.2.1.13,6.02,7]dodec-9-ene-4-carboxylate COC(=O)C1C2C3C4C=CC(C3C(C1)C2)C4